1,4-dihydro-1,4-methano-6,7-dimethylnaphthalene-5,8-dione CC=1C(C=2C3C=CC(C2C(C1C)=O)C3)=O